FC1=C(C=CC(=C1)F)C1=CC(=CC=C1)[C@H](CC(=O)[O-])NC(=O)NC1=C(C2=C(N(C1=O)C)C=CS2)[O-].[Na+].OCC=2C=C(C=NC2)O.[Na+] 5-(Hydroxymethyl)pyridin-3-ol sodium (S)-3-(2',4'-difluorobiphenyl-3-yl)-3-(3-(4-methyl-7-oxido-5-oxo-4,5-dihydrothieno[3,2-b]pyridin-6-yl)ureido)propanoate